COC(C1=C(C(=C(C(=C1)B1OC(C(O1)(C)C)(C)C)C)F)F)=O.C1(CCC1)C12C([C@@](N(CC1)CC2)(COC)CO)=O (1R,2S,4R)-4-cyclobutyl-2-(hydroxymethyl)-2-(methoxymethyl)quinuclidin-3-one methyl-2,3-difluoro-4-methyl-5-(4,4,5,5-tetramethyl-1,3,2-dioxaborolan-2-yl)benzoate